FC=1C=C(C=CC1N=C=O)NC(C=C)=O N-(3-fluoro-4-isocyanatophenyl)acrylamide